5'-O-alpha-L-rhamnosyl-uridine [C@@H]1([C@H](O)[C@H](O)[C@@H](O)[C@@H](O1)C)OC[C@@H]1[C@H]([C@H]([C@@H](O1)N1C(=O)NC(=O)C=C1)O)O